N-(4,5-dimethyl-2-(methyl-d3)-4,5-dihydro-2H-pyrazolo[4,3-c][1,7]naphthyridin-6-yl)cyclopropanecarboxamide CC1N(C=2C(=NC=CC2C=2C1=CN(N2)C([2H])([2H])[2H])NC(=O)C2CC2)C